OC1=CC=C(C=C1)/C(=C(\CC)/C1=CC=CC=C1)/C1=CC=C(OCCCOCCCOCCCOC2=C3CN(C(C3=CC=C2)=O)C2C(NC(CC2)=O)=O)C=C1 (Z)-3-(4-(3-(3-(3-(4-(1-(4-hydroxyphenyl)-2-phenylbut-1-en-1-yl)phenoxy)propoxy)propoxy)propoxy)-1-oxoisoindolin-2-yl)piperidine-2,6-dione